C(C)(=O)C1=CC(=C(C2=C1C(=C(S2)NCC2=C(C=CC=C2)C#N)C(=O)[O-])CN(C)C)O acetyl(2-cyanobenzyl)amino-7-[(dimethylamino)methyl]-6-hydroxy-1-benzothiophene-3-carboxylate